3-(2-(difluoromethyl)phenyl)-2-iminothiazolidin-4-one FC(C1=C(C=CC=C1)N1C(SCC1=O)=N)F